BrC=1C=C(C=CC1)NC1C(C(NC2=CC=CC=C12)=O)(C)C 4-((3-Bromophenyl)amino)-3,3-dimethyl-3,4-dihydroquinolin-2(1H)-one